tert-Butyl {2-[(methylamino)methyl]-1-[(4-methylphenyl)sulfonyl]-1H-pyrrolo[3,2-b]pyridin-5-yl}carbamate CNCC1=CC2=NC(=CC=C2N1S(=O)(=O)C1=CC=C(C=C1)C)NC(OC(C)(C)C)=O